CC(CC(=O)N1CCN(C2=CC=CC=C12)C(CCN1CCN(CC1)C)=O)C 3-Methyl-1-(4-(3-(4-methylpiperazin-1-yl)propionyl)-3,4-dihydroquinoxalin-1(2H)-yl)butan-1-one